BrC1=CC=C(C=C1)NN[ClH+] (2-(4-bromophenyl)hydrazino)chloronium